4-bromo-6-methyl-7-oxo-6,7-dihydrothieno[2,3-c]pyridine-2-carboxylic acid methyl ester COC(=O)C1=CC2=C(C(N(C=C2Br)C)=O)S1